N,N-bis(4-(dibenzofuran-4-yl)phenyl)[1,1':4',1''-terphenyl]-4-amine C1=CC=C(C=2OC3=C(C21)C=CC=C3)C3=CC=C(C=C3)N(C3=CC=C(C=C3)C3=CC=C(C=C3)C3=CC=CC=C3)C3=CC=C(C=C3)C3=CC=CC2=C3OC3=C2C=CC=C3